2-butylidenetetrahydro-1H-pyrrolizine C(CCC)=C1CC2CCCN2C1